titanium-tin-antimony [Sb].[Sn].[Ti]